C1(CC=C(CC1)C(C)C)C p-mentha-3-ene